CO[C@H]1[C@@H](O[C@@H](C1)CO)N1C=NC=2C(N)=NC=NC12 O-methyl-3'-deoxyadenosine